2-(4-chloro-6-((4,4-difluorocyclohexyl)methyl)pyrimidin-2-yl)-4-methylthiazole ClC1=NC(=NC(=C1)CC1CCC(CC1)(F)F)C=1SC=C(N1)C